OC1CN(CC1)C(=O)C1=CN(C(C2=CC(=C(C=C12)OC)OC)=O)C1=NOC2=C1C=C(C=C2)C 4-(3-hydroxypyrrolidine-1-carbonyl)-6,7-dimethoxy-2-(5-methylbenzo[d]isoxazol-3-yl)isoquinolin-1(2H)-one